C(CCC)SC1=C(C=CC=C1)/C=C/CNCC#C (E)-3-(2-(butylsulfanyl)phenyl)-N-(prop-2-yn-1-yl)prop-2-en-1-amine